FC(C1=CCN(C2(CC2)C1)C(=O)OC(C)(C)C)F tert-butyl 7-(difluoromethyl)-4-azaspiro[2.5]oct-6-ene-4-carboxylate